CC(CC=C)=C(C)C 4,5-dimethyl-1,4-hexadiene